4-methyl-5-[3-methyl-7-[[5-[(3R)-3-methylmorpholine-4-carbonyl]pyridin-2-yl]amino]imidazo[4,5-b]pyridin-5-yl]oxy-pyridine-2-carbonitrile CC1=CC(=NC=C1OC1=CC(=C2C(=N1)N(C=N2)C)NC2=NC=C(C=C2)C(=O)N2[C@@H](COCC2)C)C#N